N-((1S,4r)-4-(5-(3,5-dimethylisoxazol-4-yl)-2-((S)-6-oxopiperidin-2-yl)-1H-benzimidazol-1-yl)cyclohexyl)ethanesulfonamide CC1=NOC(=C1C1=CC2=C(N(C(=N2)[C@H]2NC(CCC2)=O)C2CCC(CC2)NS(=O)(=O)CC)C=C1)C